1-(4-fluorophenyl)-6-methyl-2-oxo-1,2-dihydropyridine-3-carboxylic acid FC1=CC=C(C=C1)N1C(C(=CC=C1C)C(=O)O)=O